BrC1=CC=C(C=C1)C1=NOC(=N1)CS(=O)(=O)N(CC1=C(C=C(C=C1)OC)OC)CC1=C(C=C(C=C1)OC)OC 1-[3-(4-bromophenyl)-1,2,4-oxadiazol-5-yl]-N,N-bis(2,4-dimethoxybenzyl)methanesulfonamide